C(\C=C\CCCCCCCCCC)C#N (E)-tridec-2-enecarbonitrile